1-(2-cyano-4-pyridyl)-N-(2,2-dimethyl-6-morpholino-3H-benzofuran-5-yl)pyrazole-3-carboxamide C(#N)C1=NC=CC(=C1)N1N=C(C=C1)C(=O)NC=1C(=CC2=C(CC(O2)(C)C)C1)N1CCOCC1